1-[3-(1-hydroxyethyl)-6-[5-(isoxazol-3-ylamino)benzimidazol-1-yl]-2-pyridyl]-5-methyl-pyrazole-3-carbonitrile OC(C)C=1C(=NC(=CC1)N1C=NC2=C1C=CC(=C2)NC2=NOC=C2)N2N=C(C=C2C)C#N